(dibenzylamino)-2,2-dimethylpiperidine-1-carboxylic acid tert-butyl ester C(C)(C)(C)OC(=O)N1C(C(CCC1)N(CC1=CC=CC=C1)CC1=CC=CC=C1)(C)C